C1C(CC2=CC=CC=C12)NC1=NC=C(C=N1)C=1C=C(C=C(C1)OC)NS(=O)(=O)C1=CC2=C(NN=N2)C=C1 N-(3-(2-((2,3-dihydro-1H-inden-2-yl)amino)pyrimidin-5-yl)-5-methoxyphenyl)-1H-benzo[d][1,2,3]triazole-5-sulfonamide